tert-butyl (3S)-3-[5-bromo-6-(2-cyano-3,6-difluoro-phenoxy)-4-oxo-quinazolin-3-yl]-8-azaspiro[4.5]decane-8-carboxylate BrC1=C2C(N(C=NC2=CC=C1OC1=C(C(=CC=C1F)F)C#N)[C@H]1CCC2(C1)CCN(CC2)C(=O)OC(C)(C)C)=O